2-(2-ethylhexyl)-3-methylselenothiophene C(C)C(CC=1SC=CC1[Se]C)CCCC